FC(C1=CC=NN1C1CCC(CC1)NC1=CC=NC=C1C(=O)NC[C@H](C(C)(C)O)F)F 4-(((1R,4R)-4-(5-(difluoromethyl)-1H-pyrazol-1-yl)cyclohexyl)amino)-N-((R)-2-fluoro-3-hydroxy-3-methylbutyl)nicotinamide